N1N=CC2=CC(=CC=C12)NC1=NC(=NC=C1)C=1C=C(C2=C(SC(=C2)C(=O)NC2=CN=NC=C2)C1)OC 6-(4-((1H-indazol-5-yl)amino)pyrimidin-2-yl)-4-methoxy-N-(pyridazin-4-yl)benzo[b]thiophene-2-carboxamide